4-azido-1-(4,5-diphenyloxazol-2-yl)-4-fluoropentan-3-one N(=[N+]=[N-])C(C(CCC=1OC(=C(N1)C1=CC=CC=C1)C1=CC=CC=C1)=O)(C)F